FC1=C(CN(S(=O)(=O)C)C2=C(C=CC=C2)OC)C=CC(=C1)C=1OC(=NN1)C(F)(F)F N-(2-fluoro-4-(5-(trifluoromethyl)-1,3,4-oxadiazol-2-yl)benzyl)-N-(2-methoxyphenyl)methanesulfonamide